dicarbonyl-cyclopentanone C(=O)=C1C(C(CC1)=O)=C=O